CN(C1=CC=C(C=C1)C=1N=C2N(C=CN=C2)C1NC1=CC=C(C(=O)O)C=C1)C 4-[[2-[4-(dimethyl-amino)phenyl]imidazo[1,2-a]pyrazin-3-yl]amino]benzoic acid